NC(CO)CN1N=C(C=C1)C1=CC=C(C=C1)OC1=NC=C(C=C1F)C1=CC=NN1 2-amino-3-(3-(4-((3-fluoro-5-(1H-pyrazol-5-yl)pyridin-2-yl)oxy)phenyl)-1H-pyrazol-1-yl)propan-1-ol